(±)-Trans-2-(3-((6-(5-((isobutoxycarbonyl)amino)-1-methyl-1H-1,2,3-triazol-4-yl)-2-methylpyridin-3-yl)oxy)cyclopentyl)acetic Acid C(C(C)C)OC(=O)NC1=C(N=NN1C)C1=CC=C(C(=N1)C)O[C@@H]1C[C@H](CC1)CC(=O)O |r|